4-methyl-4H-thiazolo[5',4':4,5]Pyrrolo[2,3-d]Pyridazin-5(6H)-one CN1C2=C(C3=C1C(NN=C3)=O)SC=N2